COC1=CC(=CC(=C1OC)OC)C(=O)OC methyl tri-O-methylgallate